(S)-6-(1-(7-((2,4-dimethyl-1H-imidazol-1-yl)methyl)-5-(1,3-dimethyl-1H-pyrazol-4-yl)-1-oxo-3,4-dihydroisoquinolin-2(1H)-yl)ethyl)-4-ethoxynicotinonitrile CC=1N(C=C(N1)C)CC1=CC(=C2CCN(C(C2=C1)=O)[C@@H](C)C1=NC=C(C#N)C(=C1)OCC)C=1C(=NN(C1)C)C